(R)-1'-(((5-methyl-2-oxo-1,3-dioxol-4-yl)methoxy)carbonyl)-2-oxo-[1,3'-bipyrrolidine] CC1=C(OC(O1)=O)COC(=O)N1C[C@@H](CC1)N1C(CCC1)=O